ClC1=NC2=CC=C(C=C2C=C1C(=O)O)C 2-Chloro-6-methyl-quinoline-3-carboxylic acid